C1(CC1)[C@@H](CC)N1N=CC(=C1)C=1C=2N(C=C(N1)C=1C=NN(C1)C[C@H](C)O)N=CC2 (S)-1-(4-(4-(1-((R)-1-cyclopropylpropyl)-1H-pyrazol-4-yl)pyrazolo[1,5-a]pyrazin-6-yl)-1H-pyrazol-1-yl)propan-2-ol